(S)-2-(3-(2-(3-fluoro-3-methylazetidin-1-yl)ethyl)-5-methyl-6-oxo(pyridazin-1(6H)-yl)-4-methylpentanamido)propionic acid FC1(CN(C1)CCC(C(C(=O)N[C@H](C(=O)O)C)N1N=CC=CC1=O)C(CC)C)C